CC=1N=C2N(N=C(C=C2C(F)(F)F)C=2N=C3N(C(C2)=O)C=C(S3)N3C[C@@H]2N(CC3)CCC2)C1 7-[2-methyl-8-(trifluoromethyl)imidazo[1,2-b]pyridazin-6-yl]-2-[(8aR)-3,4,6,7,8,8a-hexahydro-1H-pyrrolo[1,2-a]pyrazin-2-yl]thiazolo[3,2-a]pyrimidin-5-one